8-(2-hydroxyphenoxy)octyldiethanolamine OC1=C(OCCCCCCCCN(CCO)CCO)C=CC=C1